C(#C)C=1C(=CC=C2C=C(C=C(C12)C1=C(C=2N=C(N=C(C2C=N1)N(C[C@@H]1NCCC1)C)N1CCC(CC1)(O)C)F)C(C)(C)O)F (R)-1-(7-(8-ethynyl-7-fluoro-3-(2-hydroxypropan-2-yl)naphthalen-1-yl)-8-fluoro-4-(methyl(pyrrolidin-2-ylmethyl)amino)pyrido[4,3-d]pyrimidin-2-yl)-4-methylpiperidin-4-ol